[5-(4-AMINOCINNOLIN-7-YL)-2-METHYL-4-OXAZOL-2-YL-PHENYL]BORONIC ACID FORMIC ACID SALT C(=O)O.NC1=CN=NC2=CC(=CC=C12)C=1C(=CC(=C(C1)B(O)O)C)C=1OC=CN1